O1CCC(=CC1)B1OC(C(O1)(C)C)(C)C 2-(3,6-Dihydro-2H-pyran-4-yl)-4,4,5,5-tetramethyl-1,3,2-dioxaborolane